6-(2-Fluoro-4-(1-methyl-1H-pyrazol-4-yl)benzyl)-2-methyl-5-oxo-5,6-dihydroimidazo[1,2-c]pyrimidine-8-carboxylic acid FC1=C(CN2C(N3C(C(=C2)C(=O)O)=NC(=C3)C)=O)C=CC(=C1)C=1C=NN(C1)C